3-(3-Benzyloxy-propyl)-cyclobutanecarboxylic acid methyl ester COC(=O)C1CC(C1)CCCOCC1=CC=CC=C1